3-(2,6-difluoro-3,5-dimethoxyphenyl)-7-(1,3-dimethyl-1H-pyrazol-4-yl)-1-pyrimidin-4-yl-3,4-dihydropyrido[4,3-d]pyrimidin-2(1H)-one FC1=C(C(=C(C=C1OC)OC)F)N1C(N(C2=C(C1)C=NC(=C2)C=2C(=NN(C2)C)C)C2=NC=NC=C2)=O